P(=O)(OCCC(=O)O)(OCCC(=O)O)OCCC(=O)O tris-(2-carboxyethyl) phosphate